(S)-6,8-dimethyl-2-(trifluoromethyl)-2H-chromene-3-carboxylic acid CC=1C=C2C=C([C@H](OC2=C(C1)C)C(F)(F)F)C(=O)O